2-methyl-4-(piperidin-4-yl)-1-benzofuran-7-carboxamide CC=1OC2=C(C1)C(=CC=C2C(=O)N)C2CCNCC2